CC1=CN=C2C(=N1)N(C(C(=C2)C2CCN(CC2)C(=O)OC(C)(C)C)=O)CC2=NC=CC=C2OC(F)(F)F tert-butyl 4-(3-methyl-6-oxo-5-((3-(trifluoromethoxy)pyridin-2-yl)methyl)-5,6-dihydropyrido[2,3-b]pyrazin-7-yl)piperidine-1-carboxylate